α-carboxyglutamate C(=O)(O)[C@](N)(CCC(=O)[O-])C(=O)[O-]